2-amino-3,5-dibromo-N-cyclohexyl-N-methylbenzenemethanamine NC1=C(C=C(C=C1Br)Br)CN(C)C1CCCCC1